O.O.O.O.Cl[Mn]Cl dichloromanganese tetrahydrate